BrC1=C(C=CC=C1I)Cl 2-bromo-1-chloro-3-iodobenzene